2-methylbutane-1,3-diol carbonate C(O)(O)=O.CC(CO)C(C)O